2-(1-((trans)-1-(cyclobutylmethyl)-3-fluoropiperidin-4-yl)-1H-pyrazol-4-yl)-N4-methyl-5-(trifluoromethyl)pyrimidine-2,4-diamine C1(CCC1)CN1C[C@H]([C@@H](CC1)N1N=CC(=C1)C1(NC=C(C(=N1)NC)C(F)(F)F)N)F